BrC(C(=O)OC)C(=O)C1=CC=C(C=C1)OC1=CC=C(C=C1)OC methyl 2-bromo-3-(4-(4-methoxyphenoxy) phenyl)-3-oxopropanoate